4-(4-Acryloylpiperazin-1-yl)-6-fluoro-7-(2,3-difluoro-6-aminophenyl)-1-(2-isopropyl-4-methylpyridin-3-yl)-2-oxo-1,2-dihydro-1,8-naphthyridine-3-carbonitrile C(C=C)(=O)N1CCN(CC1)C1=C(C(N(C2=NC(=C(C=C12)F)C1=C(C(=CC=C1N)F)F)C=1C(=NC=CC1C)C(C)C)=O)C#N